CN1C=NC=C1C1=C2CNC(C2=C(C=C1)NC1=NC=C(C=C1)N1CCN(CC1)C)=O 4-(3-methylimidazol-4-yl)-7-[[5-(4-methylpiperazin-1-yl)-2-pyridyl]amino]isoindolin-1-one